P(=O)(OCC1=CC=CC=C1)(OCC1=CC=CC=C1)OC1CN(C1)C(CCCCC1=CC(=CC=C1)OCCCCCCCC)=O Dibenzyl 1-{5-[3-(octyloxy)phenyl]pentanoyl}azetidin-3-yl phosphate